[C@H](C)(CC)[C@@H]1N(CC2=C(NC1=O)C=CC=C2)C=2C(C(C2N2CC(C2)O)=O)=O 3-((S)-3-((S)-sec-Butyl)-2-oxo-1,2,3,5-tetrahydro-4H-benzo[e][1,4]diazepin-4-yl)-4-(3-hydroxyazetidin-1-yl)cyclobut-3-ene-1,2-dione